C(C1=CC=CC=C1)[C@H]1[C@@H]2C[C@@H]2CN1C1=CC(=CC(N1)=O)N1C[C@H](OCC1)C 6-((1R,2S,5S)-2-benzyl-3-azabicyclo[3.1.0]hexan-3-yl)-4-((R)-2-methylmorpholino)pyridin-2(1H)-one